(S)-6-ethyl-2-((4-((2-hydroxy-1-phenylethyl)amino)-5-(3-(pyridin-3-yl)-1,2,4-oxadiazol-5-yl)pyridin-2-yl)amino)-7,7-dimethyl-6,7-dihydro-5H-pyrrolo[3,4-b]pyridin-5-one C(C)N1C(C2=NC(=CC=C2C1=O)NC1=NC=C(C(=C1)N[C@H](CO)C1=CC=CC=C1)C1=NC(=NO1)C=1C=NC=CC1)(C)C